C(N)(=O)C1=CC(=C(C=C1)C1=CC=C(C=C1)C=1C=C2C(=NNC2=CC1Cl)CCC(=O)O)O 3-(5-(4'-Carbamoyl-2'-hydroxy-[1,1'-biphenyl]-4-yl)-6-chloro-1H-indazol-3-yl)propanoic acid